FCC1CN(C1)CCC=1C(=CC(N(C1)C(C(=O)OCC)CC(C)C)=O)C(F)(F)F ethyl 2-(5-(2-(3-(fluoromethyl)azetidin-1-yl)ethyl)-2-oxo-4-(trifluoromethyl)pyridin-1(2H)-yl)-4-methylpentanoate